BrC1=CC(=C2CNC(C2=C1)=O)C(F)(F)F 6-bromo-4-(trifluoromethyl)-2,3-dihydro-isoindol-1-one